S1C(=NC2=C1C=CC=C2)NC2=C(C1=C(N=N2)N(CCC1)C=1SC(=C(N1)C(=O)O)CCCOC1=C(C=C(C=C1)CCN(C)C)F)C {3-[(1,3-benzothiazol-2-yl)amino]-4-methyl-5H,6H,7H,8H-pyrido[2,3-C]pyridazin-8-yl}-5-(3-{4-[2-(dimethylamino)ethyl]-2-fluorophenoxy}propyl)-1,3-thiazole-4-carboxylic acid